2,6-dichloro-3,5-dimethoxyphenylboronic acid pinacol ester ClC1=C(C(=C(C=C1OC)OC)Cl)B1OC(C)(C)C(C)(C)O1